(E)-N'-methoxy-N'-methyl-N-(diethylaminoformyl)-but-2-enediamide CON(C(/C=C/C(=O)NC(=O)N(CC)CC)=O)C